FC=1C=C2C(=NC(=NC2=C(C1C1=CC=C(C2=C1N=C(S2)NC(OC(C)(C)C)=O)F)F)OCC21CCCN1CCC2)OCC(F)(F)F tert-butyl (4-(6,8-difluoro-2-((hexahydro-1H-pyrrolizin-7a-yl)methoxy)-4-(2,2,2-trifluoroethoxy)quinazolin-7-yl)-7-fluorobenzo[d]thiazol-2-yl)carbamate